octyl-2-dodecyl neopentanoate C(C(C)(C)C)(=O)OC(CCCCCCCCC)CCCCCCCCCC